2-benzyl-N-[(1s,4s)-4-{[6-chloro-2-(trifluoromethyl)quinolin-4-yl]amino}cyclohexyl]-2,3-dihydro-1H-isoindole-4-carboxamide C(C1=CC=CC=C1)N1CC=2C=CC=C(C2C1)C(=O)NC1CCC(CC1)NC1=CC(=NC2=CC=C(C=C12)Cl)C(F)(F)F